FC(C=1N=CC(=NC1)N1CC2(CN(C2)C(=O)OC(C)(C)C)C1)(F)F tert-butyl 6-[5-(trifluoromethyl) pyrazin-2-yl]-2,6-diazaspiro[3.3]heptane-2-carboxylate